FC(OC1=C(C#N)C(=CC(=C1)C1=CN=C2N1C=CC(=C2)NCC2CCNCC2)OC)F 2-(difluoromethoxy)-6-methoxy-4-(7-((piperidin-4-ylmethyl)amino)imidazo[1,2-a]pyridin-3-yl)benzonitrile